tert-Butyl N-[3-(2-azidoethyl)-5-oxo-1-(3-oxo-4H-pyrido[3,2-b][1,4]oxazin-6-yl)pyrrolidin-3-yl]carbamate N(=[N+]=[N-])CCC1(CN(C(C1)=O)C=1C=CC=2OCC(NC2N1)=O)NC(OC(C)(C)C)=O